(1S,2S)-2-(4-{7-Cyclopropyl-5-[(1R)-1-methyl-1,2,3,4-tetrahydroisoquinoline-2-carbonyl]pyrazolo[1,5-a]pyrimidin-2-yl}-3-fluorophenyl)-N-(ethanesulfonyl)-cyclopropane-1-carboxamide C1(CC1)C1=CC(=NC=2N1N=C(C2)C2=C(C=C(C=C2)[C@@H]2[C@H](C2)C(=O)NS(=O)(=O)CC)F)C(=O)N2[C@@H](C1=CC=CC=C1CC2)C